C1(CCCC1)N1C(C2=CC=C(C=C2C1)OCC=1C=C(C=CC1)C=1C=C(C=CC1)CC(=O)O)=O 2-(3-{3-[(2-Cyclopentyl-1-oxoisoindolin-5-yloxy)methyl]phenyl}phenyl)acetic acid